N[C@@H]([C@H](O)C1=CC=C(C(=O)O)C=C1)C(=O)O 4-((1R,2S)-2-Amino-2-carboxy-1-hydroxyethyl)benzoic acid